1-[2-(tert-butylamino)-2-oxoethyl]-4-fluoro-1H-pyrazol C(C)(C)(C)NC(CN1N=CC(=C1)F)=O